ClP1C2=C(C3=C1C=CC=C3)C=CC=C2 5-chloro-5H-dibenzophosphole